C1=CC=C(C=C1)OS(=O)(=O)C2=C3C=CC4=C(C=CN=C4C3=NC=C2)S(=O)(=O)OC5=CC=CC=C5 4,7-phenylsulfonyl-1,10-phenanthroline